N-[3-(3,5-dimethylisoxazol-4-yl)-4-[2-[(1R,5S)-3-oxa-6-azabicyclo[3.1.1]heptan-6-yl]ethoxy]phenyl]cyclopropanecarboxamide CC1=NOC(=C1C=1C=C(C=CC1OCCN1[C@@H]2COC[C@H]1C2)NC(=O)C2CC2)C